CC1=C(CC2CCCCN2)C=CC(=C1)C 6-(2,4-dimethylbenzyl)piperidin